FC=1C=C(OC2=CC=C(C=C2)[C@H]2SCC[C@H](NC2=O)CNC(=O)C2=NC=CC=N2)C=C(C1)F N-[[(2R,5S)-2-[4-(3,5-difluorophenoxy)phenyl]-3-oxo-1,4-thiazepan-5-yl]methyl]pyrimidine-2-carboxamide